N-[(7S)-1-(ethoxy)-2,3,10-trimethoxy-9-oxo-5,6,7,9-tetrahydrobenzo[a]heptalen-7-yl]acetamide C(C)OC1=C(C(=CC2=C1C1=CC=C(C(C=C1[C@H](CC2)NC(C)=O)=O)OC)OC)OC